sodium di-(2-ethyl hexyl) sulfosuccinate S(=O)(=O)(O)C(C(=O)OCC(CCCC)CC)CC(=O)OCC(CCCC)CC.[Na]